6-(2-{6-azaspiro[2.5]octan-6-yl}-4-(2-hydroxyethanesulfonamido)benzoylamino)-8-(4,4-difluoropiperidin-1-yl)quinoline-3-carboxamide C1CC12CCN(CC2)C2=C(C(=O)NC=1C=C3C=C(C=NC3=C(C1)N1CCC(CC1)(F)F)C(=O)N)C=CC(=C2)NS(=O)(=O)CCO